N1=CC=C(C=C1)NC(=O)C1=C(C=CC=C1)NC(=O)C=1OC=CC1 N-(2-(pyridin-4-ylcarbamoyl)phenyl)furan-2-carboxamide